N-(2-cyano-4-fluorophenyl)-2-cyclopropylpyrimidine-5-carboxamide C(#N)C1=C(C=CC(=C1)F)NC(=O)C=1C=NC(=NC1)C1CC1